BrC=1C=C(C=C(C1)Br)N1[C@@H](COCC1)C (R)-4-(3,5-dibromophenyl)-3-methylmorpholine